(E)-ethyl 2-(ethoxymethylene)-3-oxobutanoate C(C)O\C=C(\C(=O)OCC)/C(C)=O